N-(4-chlorophenyl)-5-(methyl(4-(trifluoromethyl)benzyl)amino)-7-(1H-pyrazol-4-yl)pyrazolo[1,5-a]pyrimidine-2-carboxamide ClC1=CC=C(C=C1)NC(=O)C1=NN2C(N=C(C=C2C=2C=NNC2)N(CC2=CC=C(C=C2)C(F)(F)F)C)=C1